[Li].N(S(=O)(=O)C(F)(F)F)S(=O)(=O)C(F)(F)F triflimide lithium